OC1=CC=C(C=C1)NC(\C=C/C(=O)O)=O N-p-hydroxyphenyl-maleamic acid